C(C1=CC=CC=C1)SC1=CC2=C(N=C(N=C2N[C@H](C)C2=C(C(=CC=C2)C(F)(F)F)C)C)N=C1 6-(benzylsulfanyl)-2-methyl-N-{(1R)-1-[2-methyl-3-(trifluoromethyl)phenyl]-ethyl}pyrido[2,3-d]pyrimidin-4-amine